CC(CS(=O)(=O)O)C 2,2-dimethylethanesulfonic acid